[3-(4-chloro-2-fluoro-phenyl)-5-(2,4-difluoro-phenyl)isoxazol-4-yl]-(3-pyridyl)methanol ClC1=CC(=C(C=C1)C1=NOC(=C1C(O)C=1C=NC=CC1)C1=C(C=C(C=C1)F)F)F